C(=C)OC(CCCCCCCCCCCCCCCCCCCCCCCC)=O pentacosanoic acid vinyl ester